C(=O)(OC(C)(C)C)N[C@@H](CC1=NC=CC=C1)C(=O)O N-Boc-3-(2-pyridyl)-L-alanine